Diethyl 2,3-diisopentylsuccinate C(CC(C)C)C(C(=O)OCC)C(C(=O)OCC)CCC(C)C